(dimethylamino)-3-(pyridin-4-yl)but-3-en-2-one CN(C)CC(C(=C)C1=CC=NC=C1)=O